2,2'-(((((9H-fluorene-9,9-diyl)bis(4,1-phenylene))bis(oxy))bis(carbonyl))bis(1,3-dioxoisoindoline-5,2-diyl))diacetic acid C1=CC=CC=2C3=CC=CC=C3C(C12)(C1=CC=C(C=C1)OC(=O)C=1C=C2C(N(C(C2=CC1)=O)CC(=O)O)=O)C1=CC=C(C=C1)OC(=O)C=1C=C2C(N(C(C2=CC1)=O)CC(=O)O)=O